2-((3R,4r)-3-amino-4-fluoro-1-piperidinyl)-6-fluoro-1-((5-fluoro-2-pyridinyl)methyl)-1H-benzimidazole-4-carbonitrile N[C@@H]1CN(CC[C@H]1F)C1=NC2=C(N1CC1=NC=C(C=C1)F)C=C(C=C2C#N)F